(S)-N-(3,5-difluoro-4-((1S,3R)-3-methyl-2-(2,2,2-trifluoroethyl)-2,3,4,9-tetrahydro-1H-pyrido[3,4-b]indol-1-yl)phenyl)-1-(3-fluoropropyl)pyrrolidin-3-amine FC=1C=C(C=C(C1[C@@H]1N([C@@H](CC2=C1NC1=CC=CC=C21)C)CC(F)(F)F)F)N[C@@H]2CN(CC2)CCCF